CC1=NC(=CC=C1O[C@@H]1C[C@H](CCC1)C(=O)OC(C)C)C=1N=NN(C1COC1OCCCC1)C isopropyl (1S,3S)-3-((2-methyl-6-(1-methyl-5-(((tetrahydro-2H-pyran-2-yl)oxy) methyl)-1H-1,2,3-triazol-4-yl)pyridin-3-yl)oxy)cyclohexane-1-carboxylate